BrC1=CC=C(C=C1)C=C(C=O)Cl 3-(4-bromophenyl)-2-chloroacrylaldehyde